bromo-7-methoxy-1,3-dimethylquinolin-2(1H)-one BrC1=C(C(N(C2=CC(=CC=C12)OC)C)=O)C